NC=1SC(=C(N1)C=1C=C2C=CN(C2=CC1)C(=O)C1=C(C=CC=C1)C)C (5-(2-Amino-5-methylthiazol-4-yl)indol-1-yl)(o-tolyl)methanone